C(CCCCCCCCCCCCC)N1C(=C(C(C=C1)=O)O)C=O N-tetradecyl-2-formyl-3-hydroxypyridin-4-one